Methyl 4-((1S,2S)-1-(dimethylamino)-2-((7-methyl-8-oxo-7,8-dihydropyrido[2,3-d]pyridazin-5-yl)amino)propyl)benzoate CN([C@H]([C@H](C)NC=1C2=C(C(N(N1)C)=O)N=CC=C2)C2=CC=C(C(=O)OC)C=C2)C